2-(4-chloro-2-(trifluoromethyl)benzyl)-N-(4-(ethylsulfonyl)benzyl)-2,3-dihydrobenzofuran-6-carboxamide ClC1=CC(=C(CC2OC3=C(C2)C=CC(=C3)C(=O)NCC3=CC=C(C=C3)S(=O)(=O)CC)C=C1)C(F)(F)F